4-Cyclopropyl-2-(4-fluoro-2-methylphenoxy)-N-(4-fluoro-3-(3-hydroxy-1-(1H-imidazol-1-yl)propyl)Phenyl)-5-(trifluoromethyl)benzamide C1(CC1)C1=CC(=C(C(=O)NC2=CC(=C(C=C2)F)C(CCO)N2C=NC=C2)C=C1C(F)(F)F)OC1=C(C=C(C=C1)F)C